C1(CCCCC1)NCC(CS(=O)(=O)O)O 3-(Cyclohexylamino)-2-hydroxypropane-1-sulfonic acid